(S)-3-(3-chloro-4-fluorophenyl)-1-(cyclohexylmethyl)-1-(1-(1-oxo-1,2-dihydroisoquinolin-4-yl)ethyl)urea ClC=1C=C(C=CC1F)NC(N([C@@H](C)C1=CNC(C2=CC=CC=C12)=O)CC1CCCCC1)=O